BrC=1C=C(C=C(C1)I)C[C@@H](C(=O)OC)NC(=O)OC(C)(C)C methyl (S)-3-(3-bromo-5-iodophenyl)-2-((tert-butoxycarbonyl)amino)propanoate